FC1(C[C@@H](N(C1)C1=CC=CC=C1)C=1N=C(SC1)C(C(=O)N)=COC1=CC=NC=C1)F (R)-(4-(4,4-difluoro-1-phenylpyrrolidin-2-yl)thiazol-2-yl)3-(4-pyridyloxy)propenamide